N[C@H](COP(OCCOCCOCCOCCOCCN=[N+]=[N-])(O)=O)C(=O)NC1=CC=C(C=C1)CCCCCCCCCC (R)-2-amino-3-((4-decylphenyl)amino)-3-oxopropyl(14-azido-3,6,9,12-tetraoxatetradecyl)phosphoric acid